2,3,4,6-tetra-O-acetyl-α-D-glucopyranose bromide [Br-].C(C)(=O)O[C@H]1[C@@H](O)O[C@@H]([C@H]([C@@H]1OC(C)=O)OC(C)=O)COC(C)=O